Cl.FC(C=1C(=C(C=CC1)[C@@H](C)N)C)F (1R)-1-(3-(difluoromethyl)-2-methylphenyl)ethylamine hydrochloride